FC(C1=CC=C(S1)C1=CN=C2N1N=C(C=C2)N[C@H]2CC[C@@H](OC2)CO)(F)F [(2R,5S)-5-[[3-[5-(trifluoromethyl)-2-thienyl]imidazo[1,2-b]pyridazin-6-yl]amino]tetrahydropyran-2-yl]methanol